FC1(CC2N(CCNC2)C1)F 7,7-difluorooctahydropyrrolo[1,2-a]pyrazin